(E)-1-[4-[(6-bromo-4-methyl-3-pyridyl)oxy]-2-methyl-thiazol-5-yl]-3-(dimethylamino)prop-2-en-1-one BrC1=CC(=C(C=N1)OC=1N=C(SC1C(\C=C\N(C)C)=O)C)C